2-(1H-imidazol-1-yl)-N-((1r,4r)-4-methylcyclohexyl)pyrimidine-4-carboxamide N1(C=NC=C1)C1=NC=CC(=N1)C(=O)NC1CCC(CC1)C